6-((7-methoxy-2-methyl-1H-imidazo[4,5-c][1,8]naphthyridin-1-yl)methyl)pyridine-3-sulfonamide COC=1C=CC=2C3=C(C=NC2N1)N=C(N3CC3=CC=C(C=N3)S(=O)(=O)N)C